(3Z)-3-hexenoic acid (3Z)-3-hexen-1-yl ester C(C\C=C/CC)OC(C\C=C/CC)=O